Boc-trans-4-aminocyclohexanecarboxylic acid CC(C)(C)OC(=O)NC1CCC(CC1)C(=O)O